C1(CC1)C=1C=NN(C1)C1=NC=CC=C1 (4-cyclopropyl-1H-pyrazol-1-yl)pyridin